Ethyl 2-[(1-methyl-1H-indol-7-yl)oxy]acetate CN1C=CC2=CC=CC(=C12)OCC(=O)OCC